Ethylmethyl-imidazolium diethylphosphat C(C)OP(=O)(OCC)[O-].C(C)[N+]1=C(NC=C1)C